8-methyl-1,4-dihydro-4-oxo-3-quinolinecarboxylic acid CC=1C=CC=C2C(C(=CNC12)C(=O)O)=O